1-((S)-1-(3-chlorophenyl)-2-hydroxyethyl)-4-(3-(3-hydroxypyrrolidin-1-yl)-1H-indazol-5-yl)pyridin-2(1H)-one ClC=1C=C(C=CC1)[C@@H](CO)N1C(C=C(C=C1)C=1C=C2C(=NNC2=CC1)N1CC(CC1)O)=O